C1CCCCCC1 exo-(-)-cycloheptane